4-(1-(3-Chlorobenzoyl)-2,3-dihydro-1H-pyrrolo[2,3-c]pyridin-4-yl)benzonitrile ClC=1C=C(C(=O)N2CCC=3C2=CN=CC3C3=CC=C(C#N)C=C3)C=CC1